decanoic acid 2-decanoyloxy-1-pentyl-heptyl ester C(CCCCCCCCC)(=O)OC(C(CCCCC)OC(CCCCCCCCC)=O)CCCCC